C1(CCCCC1)N(S(=O)(=O)Cl)C cyclohexyl-(methyl)sulfamoyl chloride